NC1=CN=C(N(C1=O)CC(=O)NCC1=CC=2C=NC=CC2N1S(=O)(=O)C1=CC=CC=C1)C1=CC=CC=C1 2-(5-amino-6-oxo-2-phenylpyrimidin-1(6H)-yl)-N-((1-(benzenesulfonyl)-1H-pyrrolo[3,2-c]pyridin-2-yl)methyl)acetamide